CON(C(=O)C1CCN(CC1)C(=O)[O-])C 4-(Methoxy(methyl)carbamoyl)piperidine-1-carboxylate